ClC=1C2=C(N=CN1)N(C=C2)[C@@H]2O[C@@H]([C@]1(OC(O[C@H]12)(C)C)C)COC 4-chloro-7-((3aR,4R,6R,6aR)-6-(methoxymethyl)-2,2,6a-trimethyltetrahydrofuro[3,4-d][1,3]dioxol-4-yl)-7H-pyrrolo[2,3-d]pyrimidine